NC1=C2C(=NC=N1)N(N=C2C2=CC=C(C=C2)CC(=O)NC2=CC(=NO2)C(C(F)(F)F)(C)C)C(C([2H])([2H])[2H])C([2H])([2H])[2H] 2-(4-(4-amino-1-(propan-2-yl-1,1,1,3,3,3-d6)-1H-pyrazolo[3,4-d]pyrimidin-3-yl)phenyl)-N-(3-(1,1,1-trifluoro-2-methylpropan-2-yl)isoxazol-5-yl)acetamide